(5-iodo-1-((2-(trimethylsilyl)ethoxy)methyl)-1H-imidazol-2-yl)((trans)-4-(trifluoromethyl)cyclohexyl)methanone IC1=CN=C(N1COCC[Si](C)(C)C)C(=O)[C@@H]1CC[C@H](CC1)C(F)(F)F